I\C(=C/C(=O)O)\C (Z)-3-Iodobut-2-enoic acid